methyl-N2-[3-(oxazol-2-yl)phenyl]-2,4-pyrimidinediamine CC=1C(=NC(=NC1)NC1=CC(=CC=C1)C=1OC=CN1)N